Ethyl 3-(4-amino-2-bromophenoxy)benzoate NC1=CC(=C(OC=2C=C(C(=O)OCC)C=CC2)C=C1)Br